benzo[h]Quinolin-2(1H)-one N1C(C=CC2=CC=C3C(=C12)C=CC=C3)=O